(1S,3S)-3-((6-(5-((((2,2-difluoropropoxy)carbonyl)amino)methyl)-1-methyl-1H-1,2,3-triazol-4-yl)-2-methylpyridin-3-yl)oxy)cyclohexane-1-carboxylic acid FC(COC(=O)NCC1=C(N=NN1C)C1=CC=C(C(=N1)C)O[C@@H]1C[C@H](CCC1)C(=O)O)(C)F